(2R,3S)-2-(4-(cyclopentylamino)phenyl)-1-((5-fluoro-2-methylphenyl)-sulfonyl)-N-(4-methyl-3-(trifluoromethyl)phenyl)piperidine-3-carboxamide henicosan-11-yl-1H-imidazole-1-carboxylate CCCCCCCCCCC(CCCCCCCCCC)OC(=O)N1C=NC=C1.C1(CCCC1)NC1=CC=C(C=C1)[C@@H]1N(CCC[C@@H]1C(=O)NC1=CC(=C(C=C1)C)C(F)(F)F)S(=O)(=O)C1=C(C=CC(=C1)F)C